(S)-quinuclidin-3-yl (6'-(2,3-dimethoxyphenyl)-3',4'-dihydro-1'H-spiro[cyclopropane-1,2'-naphthalen]-1'-yl)carbamate COC1=C(C=CC=C1OC)C=1C=C2CCC3(C(C2=CC1)NC(O[C@@H]1CN2CCC1CC2)=O)CC3